phosphorus vanadium molybdenum [Mo].[V].[P]